tert-Butyl 3,3-bis(hydroxymethyl)azetidine-1-carboxylate OCC1(CN(C1)C(=O)OC(C)(C)C)CO